6-(2-Methoxy-6-methylphenyl)-1-(4-(1-methyl-4-(trifluoromethyl)-1H-imidazol-2-yl)benzyl)-1,3-dihydro-2H-imidazo[4,5-c]pyridin-2-one COC1=C(C(=CC=C1)C)C1=CC2=C(C=N1)NC(N2CC2=CC=C(C=C2)C=2N(C=C(N2)C(F)(F)F)C)=O